N1N=CC2=CC(=CC=C12)C1CCC(CC1)OC[C@@H]1CN(CC[C@@H]1NS(=O)(=O)C)C1=NC=CC=C1 N-((3R,4S)-3-((((1s,4S)-4-(1H-indazol-5-yl)cyclohexyl)oxy)methyl)-1-(pyridin-2-yl)piperidin-4-yl)methanesulfonamide